1,3-OXAZOL-2(3H)-ONE O1C(NC=C1)=O